7-Bromo-6-fluoro-1-(2-isopropyl-4-methyl-3-pyridyl)quinoline-2,4-dione BrC1=C(C=C2C(CC(N(C2=C1)C=1C(=NC=CC1C)C(C)C)=O)=O)F